4-(2-hydroperoxypropane-2-yl)phenyl propionate C(CC)(=O)OC1=CC=C(C=C1)C(C)(C)OO